4-[[4-[[(3R,4R)-1-(2-cyanoacetyl)-4-methyl-3-piperidinyl]-methyl-amino]pyrrolo[2,3-d]pyrimidine-7-carbonyl]amino]butanoic acid (2,5-dioxopyrrolidin-1-yl) ester O=C1N(C(CC1)=O)OC(CCCNC(=O)N1C=CC2=C1N=CN=C2N(C)[C@H]2CN(CC[C@H]2C)C(CC#N)=O)=O